(3R,4R)-4-fluoropyrrolidin-3-yl-(S)-1-(4-fluorophenyl)-3,4-dihydroisoquinoline F[C@@H]1C(CNC1)[C@@H]1N=C(C2=CC=CC=C2C1)C1=CC=C(C=C1)F